sulfanyl-sodium S[Na]